(R)-5-(tert-butyl)-9-methoxy-2-oxo-11-(trifluoromethyl)-1,2,5,6-tetrahydropyrido[2',1':2,3]imidazo[4,5-h]quinoline-3-carboxylic acid C(C)(C)(C)[C@@H]1C=2C=C(C(NC2C2=C(C1)N1C(=N2)C(=CC(=C1)OC)C(F)(F)F)=O)C(=O)O